C(CCC)N1CCN(CC1)C=1C=C2C(C(N(C(C2=CC1)=O)CC1=NC=C(C=C1)C=1OC(=NN1)C(F)F)=O)(C)C 6-(4-butylpiperazin-1-yl)-2-((5-(5-(difluoromethyl)-1,3,4-oxadiazol-2-yl)pyridin-2-yl)methyl)-4,4-dimethylisoquinoline-1,3(2H,4H)-dione